(R)-3-tetradecanoyloxytetradecanoylamide C(CCCCCCCCCCCCC)(=O)O[C@@H](CC(=O)[NH-])CCCCCCCCCCC